N-(5-(4-(4-propenoylpiperazin-1-yl)quinazolin-6-yl)-2-methoxypyridin-3-yl)benzenesulfonamide Sodium [Na].C(C=C)(=O)N1CCN(CC1)C1=NC=NC2=CC=C(C=C12)C=1C=C(C(=NC1)OC)NS(=O)(=O)C1=CC=CC=C1